BrCl bromine monochloride